C(C)C=1C=C(C=CC1NC1=NNC(=C1)C1=NC=CC=C1)O 3-ethyl-4-((5-(pyridin-2-yl)-1H-pyrazol-3-yl)amino)phenol